dibenzyl-2,2'-binaphthol bisphosphite P(O)(O)O.P(O)(O)O.C(C1=CC=CC=C1)C=1C(=C(C(=C2C=CC=CC12)O)C1=CC2=CC=CC=C2C=C1)CC1=CC=CC=C1